C[C@H]1COC2=C(CN1C(=O)C1(CCOCC1)C)C=CC(=C2)C(=O)OC Methyl (S)-3-methyl-4-(4-methyltetrahydro-2H-pyran-4-carbonyl)-2,3,4,5-tetrahydrobenzo[f][1,4]oxazepine-8-carboxylate